tert-Butyl 4-(((8-methyl-4-oxo-3,4-dihydroquinazolin-2-yl)methyl)thio)piperidine-1-carboxylate CC=1C=CC=C2C(NC(=NC12)CSC1CCN(CC1)C(=O)OC(C)(C)C)=O